FC1=CC(=C(C(=C1)C1=CC(=NC=C1)OC)CC(=O)OC(C)(C)C)C(C)C tert-Butyl 2-(4-fluoro-2-isopropyl-6-(2-methoxypyridin-4-yl)phenyl)acetate